COC(=O)C=1C=C2N(CCNC2=CC1)CC1=CC=CC=C1 4-benzyl-1,2,3,4-tetrahydroquinoxaline-6-carboxylic acid methyl ester